C1(CC1)C=1C=C2C(=NC1)SC(=C2)CN (5-cyclopropyl-thieno[2,3-b]pyridin-2-yl)methylamine